(7S)-7,8-Difluoro-N-(2-(piperidin-1-yl)-4-(4-(trifluoromethyl)phenethyl)phenyl)octanamid F[C@@H](CCCCCC(=O)NC1=C(C=C(C=C1)CCC1=CC=C(C=C1)C(F)(F)F)N1CCCCC1)CF